(2-chloro-6-fluoro-phenyl)-(3,3-difluorocyclobutyl)methanone ClC1=C(C(=CC=C1)F)C(=O)C1CC(C1)(F)F